3-(8-amino-2-(phenylsulfonyl)-[1,2,4]triazolo[1,5-a]pyrazin-6-yl)benzonitrile NC=1C=2N(C=C(N1)C=1C=C(C#N)C=CC1)N=C(N2)S(=O)(=O)C2=CC=CC=C2